C(CCCCCCCCCCCN)N 1,12-Dodecandiamin